((S)-3-(PIPERIDIN-1-YL)CYCLOBUTYL)-1,2-DIHYDROSPIRO[INDOLE-3,4-PIPERIDIN] N1(CCCCC1)C1CC(C1)N1CCC2(CC1)CNC1=CC=CC=C12